[K+].F[B-](F)(F)F.[K+].F[B-](F)(F)F potassium tetrafluoroborate, potassium salt